3-{[(5-fluoropyridin-2-yl)oxy]methyl}-2-[5-methyl-2-(pyrimidin-2-yl)benzoyl]-2-azabicyclo[3.2.1]octane FC=1C=CC(=NC1)OCC1N(C2CCC(C1)C2)C(C2=C(C=CC(=C2)C)C2=NC=CC=N2)=O